F[P-](F)(F)(F)(F)F.N1C(=CC=C1)[PH+](C=1NC=CC1)C=1NC=CC1 tripyrrolylphosphonium hexafluorophosphate